N-[(2S,3R,4S)-2-[(2,3'-difluoro[1,1'-biphenyl]-3-yl)methyl]-4-fluoro-1-(oxetane-2-carbonyl)pyrrolidin-3-yl]-ethanesulfonamide FC1=C(C=CC=C1C[C@@H]1N(C[C@@H]([C@@H]1NS(=O)(=O)CC)F)C(=O)C1OCC1)C1=CC(=CC=C1)F